CNCC1=CC=C(C=C1)S(=O)(=O)N 4-[(methylamino)methyl]benzene-1-sulfonamide